(R)-1-(4,5-dichloro-1H-indole-2-carbonyl)-N,N-dimethylpyrrolidine-3-carboxamide ClC1=C2C=C(NC2=CC=C1Cl)C(=O)N1C[C@@H](CC1)C(=O)N(C)C